N-vanillyl-octanamide C(C1=CC(OC)=C(O)C=C1)NC(CCCCCCC)=O